isoleucyl-glycine ethyl-6-tert-butyl-10-methoxy-2-oxo-9-(2-propylthiazol-5-yl)-6,7-dihydro-2H-pyrido[2,1-a]isoquinoline-3-carboxylate C(C)C=1C(C(=CN2C1C1=CC(=C(C=C1CC2C(C)(C)C)C2=CN=C(S2)CCC)OC)C(=O)O)=O.N[C@@H]([C@@H](C)CC)C(=O)NCC(=O)O